2-{[1,1'-biphenyl]-4-yl}ethanamine C1(=CC=C(C=C1)CCN)C1=CC=CC=C1